CC1(C=CC=2C(NOC2C(=O)NC=2SC(=NN2)SC)=C1)C(=O)NC 6,N6-dimethyl-N3-(5-(methylsulfanyl)-1,3,4-thiadiazol-2-yl)benzo[c]isoxazole-3,6-dicarboxamide